1,1,1,3,5,5,5-heptamethyl-3-hexadecyltrisiloxane C[Si](O[Si](O[Si](C)(C)C)(CCCCCCCCCCCCCCCC)C)(C)C